F[Sb-](F)(F)(F)(F)F.C(C)(=O)OC1=CC=C(C=C1)[S+](C)C 4-Acetyloxyphenyl-dimethylsulfonium hexafluoroantimonat